C(C)(C)(C)OC(=O)C1COC2(C1N(C=1C=CC(=CC21)OC)S(=O)(=O)C2=CC=C(C)C=C2)C(F)(F)F 7-methoxy-4-p-toluenesulfonyl-8b-(trifluoromethyl)-3,3a,4,8b-tetrahydro-2H-furo[3,2-b]indole-3-carboxylic acid tert-butyl ester